N=1N=CN2C1CCCCC2 6,7,8,9-tetrahydro-5H-[1,2,4]triazolo[4,3-a]azepine